C1(CCCC1)C#CC1=CC(=C(C(=C1)C(C)C)CC(=O)NS(=O)(=O)C1=CC=C(C=C1)CN(C)C)C(C)C 2-[4-(2-cyclopentylethynyl)-2,6-bis(propan-2-yl)phenyl]-N-{4-[(dimethylamino)methyl]benzene-sulfonyl}acetamide